[OH-].C(CCCCC)[Hf+](CCCCCC)CCCCCC tri-n-hexylhafnium monohydroxide